COC1=CC=C2C(NN=C(C2=C1)CC=1C=CC(=C(C(=O)OC)C1)S(=O)(=O)C)=O methyl 5-((7-methoxy-4-oxo-3,4-dihydrophthalazin-1-yl)methyl)-2-(methylsulfonyl)benzoate